ClC1=NC=C(C(=C1)C1=C(C=NC(=C1)C)C(=O)NC=1SC2=C(N1)CN(C2)C(=O)C2CC1(C2)CC(C1)(F)F)OC 2'-chloro-N-(5-(6,6-difluorospiro[3.3]heptane-2-carbonyl)-5,6-dihydro-4H-pyrrolo[3,4-d]thiazol-2-yl)-5'-methoxy-6-methyl-[4,4'-bipyridine]-3-carboxamide